4-Oxo-3,4-dihydro-1H-2,1-benzothiazin O=C1CSNC2=C1C=CC=C2